ClC1=CC(=C(C=C1)C=1CCCC2=C(C1C1=CC=C(C=C1)C=C1CN(C1)CCCF)C=CC=C2)C 8-(4-Chloro-2-methylphenyl)-9-(4-((1-(3-fluoropropyl)azetidin-3-yliden)methyl)phenyl)-6,7-dihydro-5H-benzo[7]annulen